C(C)(C)(C)N[Ti](C)(C)C1C(=C(C(=C1C)C)C)C (tertiary butyl-amino)tetramethyl-cyclopentadienyl-dimethyl-titanium